BrC1=CC=2C3=C(N=C(NC2C=N1)C1=C(C=CC=C1F)F)C(=NN3COCC[Si](C)(C)C)Cl 9-bromo-3-chloro-5-(2,6-difluorophenyl)-1-((2-(trimethylsilyl)ethoxy)methyl)-1,6-dihydropyrazolo[4,3-d]pyrido[4,3-f][1,3]diazepine